[N+](=O)([O-])C1=CC=C(C(=O)OC2[C@@](C=C3C(C(C4(C(=C23)C)CC4)(C)O)=O)(COC(C4=CC=C(C=C4)[N+](=O)[O-])=O)C)C=C1 (2'S)-6'-hydroxy-2',4',6'-trimethyl-2'-(((4-nitrobenzoyl)oxy)methyl)-7'-oxo-2',3',6',7'-tetrahydrospiro[cyclopropane-1,5'-inden]-3'-yl 4-nitrobenzoate